N6-((cyclohept-3-en-1-yloxy)carbonyl)-L-lysine C1(CC=CCCC1)OC(=O)NCCCC[C@H](N)C(=O)O